3-(2-chloro-5-fluoropyrimidin-4-yl)-4-fluoro-1-methyl-1H-indole ClC1=NC=C(C(=N1)C1=CN(C2=CC=CC(=C12)F)C)F